FC1=CC(=CC2=C1N=C(S2)NC(=O)C2CN(CCC2)C(=O)N(C)CC)F N3-(4,6-difluoro-1,3-benzothiazol-2-yl)-N1-ethyl-N1-methylpiperidine-1,3-dicarboxamide